1-(3-chloro-4-iodopyridin-2-yl)-1H-pyrrole-3-carboxylic acid tert-butyl ester C(C)(C)(C)OC(=O)C1=CN(C=C1)C1=NC=CC(=C1Cl)I